IC=1C(NC(NC1)=O)=O 5-iodopyrimidine-2,4(1h,3h)-dione